tetra-sulfocopper S(=O)(=O)(O)[Cu](S(=O)(=O)O)(S(=O)(=O)O)S(=O)(=O)O